C(C)N1CCN(CC1)CC=1C=CC(=NC1)NC1=NC=C(C=N1)F N-(5-((4-ethylpiperazin-1-yl)methyl)pyridin-2-yl)-5-fluoropyrimidin-2-amine